FC1=C(CN2C(N([C@H](C3=CC=C(C=C23)C(=O)NCC2=C(C=C(C=C2F)F)F)C)C)=O)C=C(C(=C1)O)O (S)-1-(2-fluoro-4,5-dihydroxy-benzyl)-3,4-dimethyl-2-oxo-N-(2,4,6-trifluorobenzyl)-1,2,3,4-tetrahydro-quinazoline-7-carboxamide